CS(=O)(=O)C1=C2C=CNC2=C(C=C1)NCC#C 4-(methylsulfonyl)-N-(prop-2-yn-1-yl)-1H-indol-7-amine